FC1=CC=C(CNC=C(C(=O)C2=CC=C(C=C2)C)C)C=C1 3-((4-Fluorobenzyl)amino)-2-methyl-1-(p-tolyl)prop-2-en-1-one